tert-Butyl 4-(7-chloro-1-(4,6-diisopropylpyrimidin-5-yl)-6-fluoro-2-oxo-1,2-dihydropyrido[2,3-d]pyrimidin-4-yl)-cis-2,6-dimethylpiperazine-1-carboxylate ClC=1C(=CC2=C(N(C(N=C2N2C[C@@H](N([C@@H](C2)C)C(=O)OC(C)(C)C)C)=O)C=2C(=NC=NC2C(C)C)C(C)C)N1)F